C(#N)C=1C=C(C=CC1N1CCOCC1)N1C(C2=CC=CC=C2[C@@H]([C@H]1C1=CC2=C(OCCO2)C=C1)C(=O)O)=O |r| (3S,4S) and (3R,4R)-2-(3-cyano-4-morpholin-4-ylphenyl)-3-(2,3-dihydro-1,4-benzodioxin-6-yl)-1-oxo-1,2,3,4-tetrahydroisoquinoline-4-carboxylic acid